BrCCCCCCOC(O[Si](OCCCCCCCC)(C)C)CCCCCCC 1-bromo-8-heptyl-10,10-dimethyl-7,9,11-trioxa-10-silanonadecane